benzyl 4-(((trans)-4-hydroxycyclohexyl)oxy)piperidine-1-carboxylate O[C@@H]1CC[C@H](CC1)OC1CCN(CC1)C(=O)OCC1=CC=CC=C1